tert-butyl (2-(6-cyano-1-((1-methyl-1H-imidazol-4-yl)methyl)-1H-indol-3-yl)ethyl)carbamate C(#N)C1=CC=C2C(=CN(C2=C1)CC=1N=CN(C1)C)CCNC(OC(C)(C)C)=O